ClC=1C=C(C=CC1C1(CC1)C#N)NC=1C2=C(N=CN1)C=CC(=N2)N2[C@@H]1CN([C@H](C2)C1)C(=O)OC(C)(C)C tert-Butyl (1S,4S)-5-(4-((3-chloro-4-(1-cyanocyclopropyl)phenyl)amino)pyrido[3,2-d]pyrimidin-6-yl)-2,5-diazabicyclo[2.2.1]heptane-2-carboxylate